[Cl-].C(CCCCCCCCCCCCCC)OC(=O)OC(C(=O)OC1CC2CCC(C1)[N+]21CCCC1)(C1=CC=CC=C1)C1=CC=CC=C1 3-(2-(((pentadecyloxy)carbonyl)oxy)-2,2-diphenylacetoxy)spiro[bicyclo[3.2.1]octane-8,1'-pyrrolidin]-8-ium chloride